BrC1=NC=CC(=C1)CNC 1-(2-bromopyridin-4-yl)-N-methylmethanamine